NC=1C(=NC(=NC1)Cl)NC1(CCC2(OCCO2)CC1)C#N 8-((5-amino-2-chloropyrimidin-4-yl)amino)-1,4-dioxaspiro[4.5]decane-8-carbonitril